C1(CC1)C(=O)N1[C@H]2CN(C[C@@H]([C@@H]1C=O)C2)C(=O)OCC[Si](C)(C)C 2-(Trimethylsilyl)ethyl (1S,5R,7R)-6-(cyclopropanecarbonyl)-7-formyl-3,6-diazabicyclo[3.2.1]octane-3-carboxylate